ClCCCC(=O)N(C1=NNC(=C1)C1=CC=CC=C1)C 4-chloro-N-methyl-N-(5-phenyl-1H-pyrazol-3-yl)butyramide